[C@H]1(CC12CCN(CC2)C(=O)OC(C(F)(F)F)C(F)(F)F)C(=O)OCC2=CC=CC=C2 1-benzyl 6-(1,1,1,3,3,3-hexafluoropropan-2-yl) (R)-6-azaspiro[2.5]octane-1,6-dicarboxylate